C1(CC1)C[C@@H](C(=O)OC)NC(=O)C=1C=CC2=C(B(OC2)O)C1 Methyl (S)-3-cyclopropyl-2-(1-hydroxy-1,3-dihydrobenzo[c][1,2]oxaborole-6-carboxamido)propanoate